ClC1=CC(=C(COC2=CC=CC(=N2)C2CCN(CC2)CC2=NC3=C(N2CCC=2N=CN(C2)C)C=C(C=C3)C(=O)O)C=C1)F 2-[(4-{6-[(4-chloro-2-fluorobenzyl)oxy]pyridin-2-yl}piperidin-1-yl)methyl]-1-[2-(1-methyl-1H-imidazol-4-yl)ethyl]-1H-benzimidazole-6-carboxylic acid